Racemic-1-(5-chloro-2-methylphenyl)-3-(isoquinolin-4-yl)-2-oxoimidazoline-4-carbonitrile ClC=1C=CC(=C(C1)N1C(N([C@H](C1)C#N)C1=CN=CC2=CC=CC=C12)=O)C |r|